2-(2-(naphthalen-1-ylmethylene)hydrazino)-1-(2-vinylphenyl)ethanone C1(=CC=CC2=CC=CC=C12)C=NNCC(=O)C1=C(C=CC=C1)C=C